FC1=CC=C(C=C1)C1OCCC(C1)=O 2-(4-fluorophenyl)dihydro-2H-pyran-4(3H)-one